N4-(6-((2-(1H-pyrazol-1-yl)phenyl)amino)pyrimidin-4-yl)-N1-(2-(diethylamino)ethyl)-5-methoxy-N1-Methylbenzene-1,2,4-triamine N1(N=CC=C1)C1=C(C=CC=C1)NC1=CC(=NC=N1)NC=1C=C(C(=CC1OC)N(C)CCN(CC)CC)N